C(C(=C)C)(=O)OCCN(C(O)=O)CCC[Si](OCC)(OCC)OCC.BrC=1C=C2C=C(C(NC2=CC1)=O)C1=CC=CC=C1 6-bromo-3-phenyl-quinolinone 2-(methacryloyloxy)ethyl-[3-(triethoxysilyl)propyl]carbamate